N1CCC(CC1)[C@@H](C)NC(=O)C1=CC2=CC=CC(=C2C=C1)OC1=CC=C(C=C1)C(F)(F)F (R)-N-(1-(piperidin-4-yl)ethyl)-5-(4-(trifluoromethyl)phenoxy)-2-naphthamide